C(C)OC1=C(C(=O)NC(C)C2=NC=CC(=C2)C)C=C(C=C1)NC(C(C)C)=O 2-ethoxy-5-isobutyrylamino-N-(1-(4-methylpyridin-2-yl)ethyl)benzamide